C(C(C(C)N)(N)N)N 1,2,2,3-butanetetraamine